BrC1=C(C=C(C=C1)I)COCCC(C)C 1-bromo-4-iodo-2-((isopentyloxy)methyl)benzene